((1S)-3-(cyclopropylamino)-1-[[(3S,5R)-5-methyl-2-oxo-pyrrolidin-3-yl]methyl]-2,3-dioxo-propyl)-2-[(4,4-difluorocyclohexanecarbonyl)amino]pyridine-3-carboxamide C1(CC1)NC(C([C@@H](C[C@@H]1C(N[C@@H](C1)C)=O)C1=C(C(=NC=C1)NC(=O)C1CCC(CC1)(F)F)C(=O)N)=O)=O